[Co].[Mn].[Na] sodium-manganese-cobalt